(6-methoxypyridin-3-yl)-2-[4-(4-nitrophenyl)piperazin-1-yl]acetamide COC1=CC=C(C=N1)C(C(=O)N)N1CCN(CC1)C1=CC=C(C=C1)[N+](=O)[O-]